C(C)(C)(C)OC(=O)N1CCN(CC1)C1=C(C(=CC(=C1)CC(C)C)F)C#N.Cl.FC1=C(C#N)C(=CC(=C1)CC(C)C)N1CCNCC1 2-Fluoro-4-isobutyl-6-(piperazin-1-yl)benzonitrile hydrochloride tert-Butyl-4-(2-cyano-3-fluoro-5-isobutylphenyl)piperazine-1-carboxylate